C1(CC1)[C@@H]1NC2=CC=C(C=C2[C@@H]([C@H]1C)NC(OCC1=CC=CC=C1)=O)OC benzyl ((2S,3S,4R)-2-cyclopropyl-6-methoxy-3-methyl-1,2,3,4-tetrahydroquinolin-4-yl)carbamate